tert-butyl-(2-aminoethyl) carbamate C(N)(OCC(N)C(C)(C)C)=O